Methyl 2-((S)-1-(4-(6-((4-cyano-2-fluorobenzyl)amino)pyridin-2-yl)piperidin-1-yl)ethyl)-1-(((S)-oxetan-2-yl)methyl)-1H-benzo[d]imidazol-6-carboxylate C(#N)C1=CC(=C(CNC2=CC=CC(=N2)C2CCN(CC2)[C@@H](C)C2=NC3=C(N2C[C@H]2OCC2)C=C(C=C3)C(=O)OC)C=C1)F